(3R)-3-(2-cyanophenyl)-N-methyl-3-((2-(2-(2-propenoyl)-2,6-diazaspiro[3.4]octan-6-yl)-5,6,7,8-tetrahydro-4-quinazolinyl)amino)propanamide C(#N)C1=C(C=CC=C1)[C@@H](CC(=O)NC)NC1=NC(=NC=2CCCCC12)N1CC2(CN(C2)C(C=C)=O)CC1